7-aminoquinazoline-2,4-dione NC1=CC=C2C(NC(NC2=C1)=O)=O